C(C1=CC=CC=C1)[C@](C(=O)NC=1C(=NC2=C(C=CC=C2C1)F)C)(CC(C)C)C (2R)-2-benzyl-N-(8-fluoro-2-methyl-3-quinolyl)-2,4-dimethyl-pentanamide